ClC=1C(=C(C(=NC1)C#N)N1C[C@@](CC1)(C)NC(OC(C)(C)C)=O)C1=CC(=CC(=C1)F)F tert-butyl (S)-(1-(5-chloro-2-cyano-4-(3,5-difluorophenyl)pyridin-3-yl)-3-methylpyrrolidin-3-yl)carbamate